COC1=CC=C(C=C1)CN1N=C(C=2CCCCC2C1=O)C#CCCC(=O)OC methyl 5-[3-[(4-methoxyphenyl)methyl]-4-oxo-5,6,7,8-tetrahydrophthalazin-1-yl]pent-4-ynoate